1-(2-fluoroethyl)pyrazol-4-amine FCCN1N=CC(=C1)N